(S)-2-(2,6-dichloro-4-(isoindoline-2-carbonyl)benzamido)-3-(3-((R)-2,3-dihydro-1H-inden-1-yl)ureido)propanoic acid ClC1=C(C(=O)N[C@H](C(=O)O)CNC(=O)N[C@@H]2CCC3=CC=CC=C23)C(=CC(=C1)C(=O)N1CC2=CC=CC=C2C1)Cl